CC1=C(C=C(C(=O)NC2=CC=C(C=3C=C(C=C(C23)S(=O)(=O)[O-])S(=O)(=O)[O-])S(=O)(=O)[O-])C=C1)[N+](=O)[O-].[Na+].[Na+].[Na+] sodium 8-(4-methyl-3-nitrobenzamido)naphthalene-1,3,5-trisulfonate